NC1=NC=C(C(=C1)C1C(CN2C(=CC=C12)C#N)(C)C)F (2-amino-5-fluoropyridin-4-yl)-2,2-dimethyl-2,3-dihydro-1H-pyrrolizine-5-carbonitrile